N2-((1R,3s,5S)-9-(ethylsulfonyl)-9-azabicyclo[3.3.1]nonan-3-yl)-N2-methyl-N4-(5-methyl-1H-pyrazol-3-yl)-6-((S)-tetrahydrofuran-2-yl)pyrimidine-2,4-diamine C(C)S(=O)(=O)N1[C@H]2CC(C[C@@H]1CCC2)N(C2=NC(=CC(=N2)NC2=NNC(=C2)C)[C@H]2OCCC2)C